2-amino-2-(hydroxymethyl)propane-1,3-diol 3-(5-chloro-6-((5-methylpyridin-2-yl)methoxy)-2-oxobenzo[d]oxazol-3(2H)-yl)propanoate ClC=1C(=CC2=C(N(C(O2)=O)C(C(=O)OCC(CO)(CO)N)C)C1)OCC1=NC=C(C=C1)C